O[C@H]1COCC[C@@H]1NC(C1=NC(=C(C(=C1)CC1=CC=C(C=C1)C=1N=C(OC1)C)C)N1N=CC=C1)=O N-((3R,4S)-3-hydroxytetrahydro-2H-pyran-4-yl)-5-methyl-4-(4-(2-methyloxazol-4-yl)benzyl)-6-(1H-pyrazol-1-yl)picolinamide